[I-].C(C)(C)(C)OC(=O)[C@@H](NC(OCC1C2=CC=CC=C2C=2C=CC=CC12)=O)CCCCNC(CCOCCOCCOCCOCC[N+](C)(C)C)=O (S)-5-(tert-butoxycarbonyl)-1-(9H-fluoren-9-yl)-N,N,N-trimethyl-3,11-dioxo-2,14,17,20,23-pentaoxa-4,10-diazapentacosan-25-aminium iodide